C[C@@H]1O[C@@H](CN(C1)C1=NN=C(C2=CN=NC=C21)C2=C(C=C(C=C2)C(F)(F)F)O)C 2-(4-((cis)-2,6-dimethylmorpholino)pyridazino[4,5-d]pyridazin-1-yl)-5-(trifluoromethyl)-phenol